i-propyl-ammonium C(C)(C)[NH3+]